1-(4-fluorophenyl)-6-methyl-5-(6-phenyl-3-((1-propyl-1H-pyrazol-4-yl)sulfonyl)-3-azabicyclo[3.1.0]hexan-1-yl)-1H-indazole FC1=CC=C(C=C1)N1N=CC2=CC(=C(C=C12)C)C12CN(CC2C1C1=CC=CC=C1)S(=O)(=O)C=1C=NN(C1)CCC